[OH-].[Ga+3].[OH-].[OH-] Gallium(III) hydroxide